2-[8-(cyclopropylmethyl)-1-(2-trimethylsilylethoxymethyl)pyrrolo[3,2-g]indazol-7-yl]-7-fluoro-1-methyl-benzimidazole-5-carboxylic acid methyl ester COC(=O)C1=CC2=C(N(C(=N2)C2=CC3=CC=C4C=NN(C4=C3N2CC2CC2)COCC[Si](C)(C)C)C)C(=C1)F